5-[6,7-difluoro-2-(4-fluorophenyl)-1H-indol-3-yl]-1,3,4-oxadiazol-2-ol FC1=CC=C2C(=C(NC2=C1F)C1=CC=C(C=C1)F)C1=NN=C(O1)O